6-(3,4-dimethoxybenzylamino)-9-β-D-arabinofuranosylpurine COC=1C=C(CNC2=C3N=CN(C3=NC=N2)[C@H]2[C@@H](O)[C@H](O)[C@H](O2)CO)C=CC1OC